C(CCCCCCCCCCCCCCCCC)NCCC[Si](O[Si](OC)(OC)CCCNCCCCCCCCCCCCCCCCCC)(OC)OC 1,3-Bis(N-n-octadecyl-3-aminopropyl)-1,1,3,3-tetramethoxydisiloxane